BrC1=C(C(=O)O)C=CC(=C1)NC(CCCN1C(S\C(\C1=O)=C/C1=CC=C(C=C1)CC)=O)=O (Z)-2-bromo-4-(4-(5-(4-ethylbenzylidene)-2,4-dioxothiazolidin-3-yl)butanamido)benzoic acid